ClC1=CC=C(C=C1)S(=O)(=O)OC(C1=CC=CC=C1)C#N (p-chlorobenzenesulfonyloxy)-benzyl cyanide